CN([C@@H]1[C@H](CN(C1)CC1=C(C=CC=C1C)F)C1=CC=C(C=C1)N1CCN(CC1)CCCCCCNC(OC(C)(C)C)=O)C tert-butyl (6-(4-(4-((3S,4R)-4-(dimethylamino)-1-(2-fluoro-6-methylbenzyl)pyrrolidin-3-yl)phenyl)piperazin-1-yl)hexyl)carbamate